COC=1C=C2C(NC(=NC2=CC1OC)C)=O 6,7-dimethoxy-2-methylquinazolin-4(3H)-one